N-[(6-Amino-2-pyridyl)sulfonyl]-2-[(3R,5S)-3,5-dimethyl-1-piperidyl]-6-(6-isopropoxy-3-pyridyl)pyridin-3-carboxamid NC1=CC=CC(=N1)S(=O)(=O)NC(=O)C=1C(=NC(=CC1)C=1C=NC(=CC1)OC(C)C)N1C[C@@H](C[C@@H](C1)C)C